BrC1=CC=2NC3=CC=CC=C3OC2C=C1 2-Bromo-10H-phenoxazine